(5S,5'S)-5,5'-(((((3,3'-Dichloro-[4,4'-bipyridine]-2,2'-diyl)bis(2-methoxy-4,1-phenylene))-bis(methylene))-bis(azanediyl))bis(methylene))bis(pyrrolidin-2-one) ClC=1C(=NC=CC1C1=C(C(=NC=C1)C1=CC(=C(C=C1)CNC[C@@H]1CCC(N1)=O)OC)Cl)C1=CC(=C(C=C1)CNC[C@@H]1CCC(N1)=O)OC